C(CC)O[Si](Cl)(Cl)Cl propoxytrichlorosilane